L-3-bromopropane sodium [Na].BrCCC